[Si](C)(C)(C(C)(C)C)OC1=C(C=C(C=C1)C1CCNCC1)C1OCCO1 4-(4-((tert-butyldimethylsilyl)oxy)-3-(1,3-dioxolan-2-yl)phenyl)piperidine